C(CCCCCCCCCCCCCCC)(=O)OC[C@@H](OC(CCCCCCCCCCCCCCC)=O)COP(=O)(O)OCC[N+](C)(C)C 1,2-Dihexadecanoyl-sn-glycero-3-phosphorylcholine